rac-(RS)-2-[2-fluoro-4-(trifluoromethyl)phenyl]-6-methyl-3-(pyridin-4-yl)-4,5,6,7-tetrahydropyrazolo[1,5-a]pyrazine hydrogen chloride Cl.FC1=C(C=CC(=C1)C(F)(F)F)C1=NN2C(CN[C@@H](C2)C)=C1C1=CC=NC=C1 |r|